C1(CC1)[C@H](CNC(=O)C1=NN(C(N1)=S)C)CC1=CC(=C(C=C1)F)F (R)-N-(2-cyclopropyl-3-(3,4-difluorophenyl)propyl)-1-methyl-5-thioxo-4,5-dihydro-1H-1,2,4-triazole-3-carboxamide